C(=O)(O)CN1CCN(CC1)C(=O)NCCCC[C@@H](N)C(=O)O N6-(4-(carboxymethyl)piperazine-1-carbonyl)-D-lysine